12-iodo-2,6,10-trimethyl-2,6,9-dodecatriene ICCC(=CCC=C(CCC=C(C)C)C)C